C(C)OC1=C(C(=O)O)C(=CC(=C1)C1=NC=NC(=C1)NCCC=1C2=C(SC1C)C(=CC=C2F)C)C 2-Ethoxy-4-{6-[2-(4-fluoro-2,7-dimethyl-benzo[b]thiophen-3-yl)-ethylamino]-pyrimidin-4-yl}-6-methyl-benzoic acid